NC1=NC=CC(=C1[N+](=O)[O-])OC1=C(C=C(C=C1)NC(OC(C)(C)C)=O)F tert-butyl (4-((2-amino-3-nitropyridin-4-yl)oxy)-3-fluorophenyl)carbamate